C1(CC1)C1=CC(=C(C=N1)C(=O)O)C(C(C)C)=O 6-cyclopropyl-4-(2-methylpropanoyl)pyridine-3-carboxylic acid